[Pb].[Cs].[Cu].[I] iodine copper cesium lead